N1C(=NC=2C=NC=CC21)CNC(=O)[C@H]2N(CC1(OCCO1)C2)C(CNC(=O)C=2C=CC=1SC3=CC=CC=C3OC1C2)=O (S)-N-((1H-imidazo[4,5-c]pyridin-2-yl)methyl)-7-((phenoxathiine-3-carbonyl)glycyl)-1,4-dioxa-7-azaspiro[4.4]nonane-8-carboxamide